1-N-[4-(7-bromo-6-carbamoylquinolin-4-yl)oxyphenyl]-1-N'-(4-fluorophenyl)cyclopropane-1,1-dicarboxamide BrC1=C(C=C2C(=CC=NC2=C1)OC1=CC=C(C=C1)NC(=O)C1(CC1)C(=O)NC1=CC=C(C=C1)F)C(N)=O